C(C1=CC=CC=C1)N(CC1=CC=CC=C1)CC#C N,N-dibenzylpropargylamine